CS(=O)(=O)C1=CC(=C(C=C1)N1C[C@@H](CCC1)O)[N+](=O)[O-] (R)-1-(4-(methylsulfonyl)-2-nitrophenyl)piperidin-3-ol